5,6-dichloro-1,2,3,4-tetrahydroisoquinoline ClC1=C2CCNCC2=CC=C1Cl